(rac)-(2s,4s)-2-(1-(3-cyclopropylphenyl)-3-azabicyclo[3.1.0]hexane-3-carbonyl)-7-oxa-5-azaspiro[3.4]octan-6-one C1(CC1)C=1C=C(C=CC1)C12CN(CC2C1)C(=O)C1CC2(C1)NC(OC2)=O